C(C)(C)(C)OC(C=CC=1OC(=CC1)Br)=O 3-(5-bromofuran-2-yl)acrylic acid tert-butyl ester